(p-hydroxyphenyl)-phosphonic acid OC1=CC=C(C=C1)P(O)(O)=O